C(C)(C)(C)C=1C=C(CNC=2C=CC(=NC2)C(=O)OC(C)(C)C)C=C(C1)C1CC1 tert-Butyl 5-((3-(tert-butyl)-5-cyclopropylbenzyl)amino)picolinate